4-({[2-(3-cyanopyridin-4-yl)-4,5-dihydro-1-benzofuran-5-yl]oxy}methyl)-1H-pyrazole-1-carboxylic acid tert-butyl ester C(C)(C)(C)OC(=O)N1N=CC(=C1)COC1C=CC2=C(C=C(O2)C2=C(C=NC=C2)C#N)C1